C(#N)C1=CC=C(C=C1)COCC(=O)NC12CC(C1)(C2)NC(COC2=CC(=C(C=C2)Cl)Cl)=O 2-[(4-cyanophenyl)methoxy]-N-{3-[2-(3,4-dichlorophenoxy)acetylamino]-bicyclo[1.1.1]pentan-1-yl}acetamide